NC(C(=O)O)(CCCCB(O)O)C1CCN(CC1)CC1=CC=C(C=C1)Cl 2-amino-6-borono-2-(1-(4-chlorobenzyl)piperidin-4-yl)hexanoic acid